OCCN1CCN(CC1)CC1=C(C=C(C=C1)NC(C1=CC(=C(C=C1)C)C#CC=1C=NC=2N(C1)N=CC2)=O)C(F)(F)F N-(4-((4-(2-hydroxyethyl)piperazin-1-yl)methyl)-3-(trifluoromethyl)phenyl)-4-methyl-3-(2-(pyrazolo[1,5-a]pyrimidin-6-yl)ethynyl)benzamide